ClC=1C=C(C=CC1OC1=NN(C=C1)C)NC=1C2=C(N=CN1)C=NC(=C2)C2CN(CCC2)C(C=C)=O 1-(3-(4-((3-chloro-4-((1-methyl-1H-pyrazol-3-yl)oxy)phenyl)amino)pyrido[3,4-d]pyrimidin-6-yl)piperidin-1-yl)prop-2-en-1-one